2-CHLORO-5-HYDROXYPYRIDINE-3-BORONIC ACID ClC1=NC=C(C=C1B(O)O)O